6-(7'-Fluoro-2'-oxospiro[cyclobutane-1,3'-indoline]-5'-yl)-3-methyl-3,4-dihydropyridine-1(2H)-carboxylic acid tert-butyl ester C(C)(C)(C)OC(=O)N1CC(CC=C1C=1C=C2C3(C(NC2=C(C1)F)=O)CCC3)C